[N+](=O)([O-])C1=CC=C(/C=N/O)C=C1 (E)-4-nitrobenzaldehyde oxime